C(C)(C)(C)OC(=O)N1CCN(CC1)C(C(=O)O)(C)C 2-(4-(tert-butoxycarbonyl)piperazin-1-yl)-2-methylpropanoic acid